FC1=C2C=NN(C2=CC(=C1)CC1CC2(CN(C2)C(=O)C2CC(C2)(C)O)C1)C (6-((4-fluoro-1-methyl-1H-indazol-6-yl)methyl)-2-azaspiro[3.3]hept-2-yl)((1s,3s)-3-hydroxy-3-methylcyclobutyl)methanone